(trimethylsilyl) orthosilicate [Si](O[Si](C)(C)C)([O-])([O-])[O-]